3-cyclopentylquinazolin-4(3H)-one C1(CCCC1)N1C=NC2=CC=CC=C2C1=O